methyl (2R)-3-(dimethylamino)-2-methyl-propanoate CN(C[C@H](C(=O)OC)C)C